C(CCCCC)OP(=O)(OCCCCCC)C1=CC=C(C(=N1)C=CC(=O)O)CC 3-(6-(bis(hexyloxy)phosphoryl)-3-ethylpyridin-2-yl)propenoic acid